NN1C(=C(C(=C1)C1=C(C(=CC=C1)OC)C)C1=NC=C(C=C1)OCCC)C(=O)OCC Ethyl 1-amino-4-(3-methoxy-2-methylphenyl)-3-(5-propoxypyridin-2-yl)-1H-pyrrole-2-carboxylate